(R)-4-((1-(3-(difluoromethyl)-2-fluorophenyl)ethyl)amino)-2-methyl-7-(pyrrolidin-1-yl)pyrido[2,3-d]pyrimidine-6-carboxylic acid FC(C=1C(=C(C=CC1)[C@@H](C)NC=1C2=C(N=C(N1)C)N=C(C(=C2)C(=O)O)N2CCCC2)F)F